3-methoxy-4-(tributylstannyl)pyridazine COC=1N=NC=CC1[Sn](CCCC)(CCCC)CCCC